C12(CC3CC(CC(C1)C3)C2)NCCCCCCSC2=C3CN(C(C3=CC=C2)=O)C2C(NC(CC2)=O)=O 3-(4-((6-((adamantan-1-yl)amino)hexyl)thio)-1-oxoisoindolin-2-yl)piperidine-2,6-dione